6-((E)-2-(morpholinosulfonyl)vinyl)benzo[d]thiazol O1CCN(CC1)S(=O)(=O)/C=C/C1=CC2=C(N=CS2)C=C1